1-Ethyl-5-(6-(ethylamino)-2-fluoropyridin-3-yl)-1H-pyrazole-4-carboxylic acid C(C)N1N=CC(=C1C=1C(=NC(=CC1)NCC)F)C(=O)O